2-amino-3-methyl-N-((3aS,4R,7aR)-octahydro-1-benzofuran-4-yl)-N-((5-(trifluoromethyl)-2-pyridinyl)methyl)-6-quinolinecarboxamide NC1=NC2=CC=C(C=C2C=C1C)C(=O)N(CC1=NC=C(C=C1)C(F)(F)F)[C@@H]1CCC[C@@H]2[C@H]1CCO2